T-butyl stearate C(CCCCCCCCCCCCCCCCC)(=O)OC(C)(C)C